[Hg]Cl mercury chloride